OC[C@H]1N(C[C@@H]([C@H]([C@@H]1O)O)O)CC1CCC(CC1)C(F)(F)F (2R,3R,4R,5S)-2-(hydroxymethyl)-1-(((1s,4S)-4-(trifluoromethyl)cyclohexyl)methyl)piperidine-3,4,5-triol